NC1=C(C=CC=C1)C(C1=CC=CC=C1)=O 2'-aminobenzophenone